1,3,7-HeptaneTricarbonitrile C(CC(CCCCC#N)C#N)C#N